5-(4-bromophenyl)-1-(4-chlorophenyl)-1,2,3-triazole-4-carbonitrile BrC1=CC=C(C=C1)C1=C(N=NN1C1=CC=C(C=C1)Cl)C#N